3,9-dioxaundecan CCOCCCCCOCC